[2,4'-bipyrimidin]-4(3H)-one N1=C(NC(C=C1)=O)C1=NC=NC=C1